[2-(1-methylvinylcarbonyl)ethyl] phosphate P(=O)(OCCC(=O)C(=C)C)([O-])[O-]